tert-Butyl (1-(4,4-difluorocyclohexyl)-1H-indazol-6-yl)carbamate FC1(CCC(CC1)N1N=CC2=CC=C(C=C12)NC(OC(C)(C)C)=O)F